1-(5-fluoro-4-(trifluoromethyl)pyridin-2-yl)cyclopropan-1-amine FC=1C(=CC(=NC1)C1(CC1)N)C(F)(F)F